BrC1=CC2=C(S1)C=CC=C2C2C(NC(CC2)=O)=O 3-(2-bromobenzo[b]thiophen-4-yl)piperidine-2,6-dione